(6-cyano-1H-indol-3-yl)propionic acid tert-butyl ester C(C)(C)(C)OC(C(C)C1=CNC2=CC(=CC=C12)C#N)=O